C1(=CC=CC2=CC=CC=C12)C(=O)OC(=O)C1=CC=CC2=CC=CC=C12 naphthic anhydride